tert-butyl (2-azido-3-(4-(4,4,5,5-tetramethyl-1,3,2-dioxaborolan-2-yl)-1H-pyrazol-1-yl)propyl)carbamate Sodium azide [N-]=[N+]=[N-].[Na+].N(=[N+]=[N-])C(CNC(OC(C)(C)C)=O)CN1N=CC(=C1)B1OC(C(O1)(C)C)(C)C